1-iodo-2,3-dimethyl-4-methylsulfonyloxybenzene IC1=C(C(=C(C=C1)OS(=O)(=O)C)C)C